The molecule is conjugate base of (S)-2-amino-6-oxopimelic acid. It is an amino acid zwitterion and a 2-oxo monocarboxylic acid anion. It is a conjugate base of a (S)-2-amino-6-oxopimelic acid. C(C[C@@H](C(=O)[O-])[NH3+])CC(=O)C(=O)[O-]